N,N'-Di-t-Butoxycarbonyl-N'-(4-fluorophenyl-methylthio)guanidine C(C)(C)(C)OC(=O)NC(=N)N(SCC1=CC=C(C=C1)F)C(=O)OC(C)(C)C